CN(CCC1=CN(C2=CC=C(C=C12)OC)C([C@H](CCCCNC(OC(C)(C)C)=O)NC(OC(C)(C)C)=O)=O)C (S)-di-tert-butyl (6-(3-(2-(dimethylamino)ethyl)-5-methoxy-1H-indol-1-yl)-6-oxohexane-1,5-diyl)-dicarbamate